2-methyl-5-(1-methyl-1H-pyrazol-3-yl)aniline CC1=C(N)C=C(C=C1)C1=NN(C=C1)C